C(C)(C)(C)C1=C(C=CC=C1)NC1=NC(=NC=C1C(=O)N)NC1=C(C=C2CCN(CC2=C1)C)OC 4-[(2-tert-butylphenyl)amino]-2-[(6-methoxy-2-methyl-1,2,3,4-tetrahydroisoquinolin-7-yl)amino]pyrimidine-5-carboxamide